C(=O)O.C12CC(CC(CCC1)N2)NC(=O)C2=C1N(C=3C=CC=CC23)CCC1 N-(9-azabicyclo[3.3.1]nonan-3-yl)-2,3-dihydro-1H-pyrrolo[1,2-a]indole-9-carboxamide formate